ClC=1C=CC(=C2CN(C(C12)=O)C)CC1CC2(CN(C2)CC(CC=2C=NNC(C2Cl)=O)C)C1 7-chloro-4-[[2-[3-(5-chloro-6-oxo-1H-pyridazin-4-yl)-2-methyl-propyl]-2-azaspiro[3.3]heptan-6-yl]methyl]-2-methyl-isoindolin-1-one